(2-(4-((4-(2-((S)-2,6-dioxopiperidin-3-yl)-6-fluoro-1-oxoisoindolin-5-yl)piperazin-1-yl)methyl)piperidin-1-yl)pyrimidin-5-yl)-2,5-dimethylpiperazine-1-carboxamide O=C1NC(CC[C@@H]1N1C(C2=CC(=C(C=C2C1)N1CCN(CC1)CC1CCN(CC1)C1=NC=C(C=N1)C1(N(CC(NC1)C)C(=O)N)C)F)=O)=O